tris[4-(4-acetyl-3-ethylphenylthio)phenyl]sulfonium octanesulfonate C(CCCCCCC)S(=O)(=O)[O-].C(C)(=O)C1=C(C=C(C=C1)SC1=CC=C(C=C1)[S+](C1=CC=C(C=C1)SC1=CC(=C(C=C1)C(C)=O)CC)C1=CC=C(C=C1)SC1=CC(=C(C=C1)C(C)=O)CC)CC